CC1(OCCCN(C1)C=1C2=C(N=C(N1)OC[C@]13CCCN3C[C@@H](C1)F)C(=C(N=C2)C2=CC(=CC1=CC=C(C(=C21)CC)F)O)F)C 4-(4-(2,2-dimethyl-1,4-oxaazepan-4-yl)-8-fluoro-2-(((2r,7as)-2-fluorohexahydro-1H-pyrrolizin-7a-yl)methoxy)pyrido[4,3-d]pyrimidin-7-yl)-5-ethyl-6-fluoronaphthalen-2-ol